methyl 2-(difluoromethyl)-4-(3-fluoro-2-(1-fluoroethyl) phenyl)-5-oxo-1,4,5,7-tetrahydrofuro[3,4-B]pyridine-3-carboxylate FC(C1=C(C(C2=C(N1)COC2=O)C2=C(C(=CC=C2)F)C(C)F)C(=O)OC)F